6-((5-(5-(difluoromethyl)-1,3,4-oxadiazol-2-yl)pyrimidin-2-yl)amino)-1H-benzo[d]imidazole-4-sulfonyl chloride FC(C1=NN=C(O1)C=1C=NC(=NC1)NC=1C=C(C2=C(NC=N2)C1)S(=O)(=O)Cl)F